10,10'-bis[(2,3,4,5,6-pentaphenyl)phenyl]-9,9'-bianthryl C1(=CC=CC=C1)C1=C(C(=C(C(=C1C1=CC=CC=C1)C1=CC=CC=C1)C1=CC=CC=C1)C1=CC=CC=C1)C1=C2C=CC=CC2=C(C2=CC=CC=C12)C=1C2=CC=CC=C2C(=C2C=CC=CC12)C1=C(C(=C(C(=C1C1=CC=CC=C1)C1=CC=CC=C1)C1=CC=CC=C1)C1=CC=CC=C1)C1=CC=CC=C1